COC1=C(C=C(C(=C1)N1CCOCC1)[N+](=O)[O-])NC1=NC=CC(=N1)N1N=C(C(=C1C)C=O)C 1-(2-(2-methoxy-4-morpholino-5-nitrophenylamino)pyrimidin-4-yl)-3,5-dimethyl-1H-pyrazole-4-carbaldehyde